6-iodo-4-methylheptyl methoxymethyl ether COCOCCCC(CC(C)I)C